NCC(=O)N[C@@H](CCC(=O)[O-])C(=O)[O-] N-glycylglutamate